FC(C1=CC2=C(SC(=C2)C(N[C@H]2CCCC[C@@H]3N(C2=O)[C@@H](CC3)C(N[C@H]3CN(CC3)C(NC)=O)=O)=O)C=C1)P(O)(O)=O (fluoro(2-(((3S,6S,10aS)-3-(((R)-1-(methylcarbamoyl)pyrrolidin-3-yl)carbamoyl)-5-oxodecahydro-pyrrolo[1,2-a]azocin-6-yl)carbamoyl)benzo[b]thiophen-5-yl)methyl)phosphonic acid